2,5-Dioxopyrrolidin-1-yl N-[4-(11,12-didehydrodibenzo[b,f]azocin-5(6H)-yl)-4-oxobutanoyl]glycylglycyl-L-phenylalanyl-N5-carbamoyl-L-ornithinate C1=CC=CC=2N(CC3=C(C#CC21)C=CC=C3)C(CCC(=O)NCC(=O)NCC(=O)N[C@@H](CC3=CC=CC=C3)C(=O)N[C@@H](CCCNC(N)=O)C(=O)ON3C(CCC3=O)=O)=O